FC=1C=C(C=CC1)C1=NOC(C1)(C(=O)N[C@H]1C[C@](OC1)(C(=O)OC)OC)C methyl (2S,4S)-4-[[3-(3-fluorophenyl)-5-methyl-4H-isoxazole-5-carbonyl]amino]-2-methoxytetrahydrofuran-2-carboxylate